4-(2-(3-fluorobenzyl)-1-((1r,4r)-4-methoxycyclohexyl)-1H-benzo[d]imidazol-5-yl)-3,5-dimethylisoxazole FC=1C=C(CC2=NC3=C(N2C2CCC(CC2)OC)C=CC(=C3)C=3C(=NOC3C)C)C=CC1